4-(4-((1R,5S)-3,8-diazabicyclo[3.2.1]octan-8-yl)-2-(2-(pyridin-2-yl)ethyl)quinazolin-7-yl)naphthalen-2-ol [C@H]12CNC[C@H](CC1)N2C2=NC(=NC1=CC(=CC=C21)C2=CC(=CC1=CC=CC=C21)O)CCC2=NC=CC=C2